2-(6-amino-5-(4-(4-aminopiperidin-1-yl)phenyl)pyridazin-3-yl)phenol hydrochloride Cl.NC1=C(C=C(N=N1)C1=C(C=CC=C1)O)C1=CC=C(C=C1)N1CCC(CC1)N